3-(3-methyl-4-((3-(oxazol-2-yl)phenyl)carbamoyl)-5-oxo-4,5-dihydro-1H-pyrazol-1-yl)benzoic acid methyl ester COC(C1=CC(=CC=C1)N1N=C(C(C1=O)C(NC1=CC(=CC=C1)C=1OC=CN1)=O)C)=O